C(C)(C)(C)OC(=O)N1C(OC=C1C#CC1=CC(=CC=C1)N)(C)C 4-((3-aminophenyl)ethynyl)-2,2-dimethylOxazole-3-carboxylic acid tert-butyl ester